ClCC1=NC(=NO1)C1=CC=C(C=C1)C 5-(chloromethyl)-3-(4-methylphenyl)-1,2,4-oxadiazole